CC1=C(C(=CC=C1)C)C=1C(=C(C=O)C=C(C1)C1OCCO1)OC 3-(2,6-dimethylphenyl)-5-(1,3-dioxolan-2-yl)-2-methoxy-benzaldehyde